NC(CCC(C(=O)O)NC(CC(CCC)=C)=O)=O 5-amino-2-(3-methylenehexanoylamino)-5-oxo-pentanoic acid